CC=1C=C(C=CC1OC1=CC=2N(C=C1)N=CN2)NC=2C1=C(N=CN2)C=CC(=N1)N1CC2(CCN(C2)C(=O)OC(C)(C)C)CC1 tertbutyl 7-{4-[(3-methyl-4-{[1,2,4]triazolo[1,5-a]pyridin-7-yloxy}phenyl)amino]pyrido[3,2-d]pyrimidin-6-yl}-2,7-diazaspiro[4.4]nonane-2-carboxylate